2-(3-(4-chlorobenzoylamino)benzyloxy)benzamide Methyl-3-chloro-6-(2,3-difluoro-4-(trifluoromethyl)phenyl)picolinate COC(C1=NC(=CC=C1Cl)C1=C(C(=C(C=C1)C(F)(F)F)F)F)=O.ClC1=CC=C(C(=O)NC=2C=C(COC3=C(C(=O)N)C=CC=C3)C=CC2)C=C1